(S and R)-3-methyl-2-[2-(oxepan-4-yl)pyrazolo[3,4-b]pyridin-6-yl]-5-(trifluoromethyl)phenol CC=1C(=C(C=C(C1)C(F)(F)F)O)C=1C=CC=2C(N1)=NN(C2)[C@@H]2CCOCCC2 |r|